1,3-di-thiol S1CSC=C1